FC1=CC=C(CCNC(NC2=CC=C(OC3=NC=NC4=CC(=C(C=C34)NC(CC)=O)OC)C=C2)=O)C=C1 N-(4-(4-(3-(4-fluorophenethyl)ureido)phenoxy)-7-methoxyquinazolin-6-yl)propionamide